FC(C1=NN=C(O1)C1=CC=2N(C=C1)C=C(N2)CN(C(=O)N2CCNCC2)C2=CC=CC=C2)F N-((7-(5-(difluoromethyl)-1,3,4-oxadiazol-2-yl)imidazo[1,2-a]pyridin-2-yl)methyl)-N-phenylpiperazine-1-carboxamide